(S)-3-(pyrimidin-4-yl)-5-(8-(pyrrolidin-2-yl)isochroman-6-yl)pyridin-2-amine N1=CN=C(C=C1)C=1C(=NC=C(C1)C=1C=C2CCOCC2=C(C1)[C@H]1NCCC1)N